1-(2-(phthalimido)ethyl)-piperazine C1(C=2C(C(N1CCN1CCNCC1)=O)=CC=CC2)=O